FC1=CC2=C(N=C(S2)NCC2N(C3CC(C2C)C3)C(=O)C3=NC(=CC=C3N3N=CC=N3)C)C=C1 trans-6-Fluoro-N-({4-methyl-2-[6-methyl-3-(2H-1,2,3-triazol-2-yl)pyridin-2-carbonyl]-2-azabicyclo[3.1.1]heptan-3-yl}methyl)-1,3-benzothiazol-2-amin